C1=CC(=CC=2OC3=C(C21)C=CC=C3)NC3=NC=CC2=CC=CC=C32 N-(dibenzo[b,d]furan-3-yl)isoquinolin-1-amine